O=C1NC(CC[C@@H]1N1C(C2=CC=C(C=C2C1)N1CCC(CC1)C=O)=O)=O (S)-1-(2-(2,6-dioxopiperidin-3-yl)-1-oxoisoindolin-5-yl)piperidine-4-carbaldehyde